FC1=C2CN(C(C2=CC=C1CO)=O)C1C(NC(CC1)=O)=O 3-(4-fluoro-5-(Hydroxymethyl)-1-oxoisoindoline-2-yl)piperidine-2,6-dione